2-((1-(4-(3-hydroxyoxetan-3-yl)benzoyl)piperidin-4-yl)amino)-5-(trifluoromethyl)pyrimidine-4-carbonitrile OC1(COC1)C1=CC=C(C(=O)N2CCC(CC2)NC2=NC=C(C(=N2)C#N)C(F)(F)F)C=C1